C(C(C)(C)C)[Bi](C1=CC=CC=C1)CC(C)(C)C di(neo-pentyl)phenylbismuth